9,10-Dimethoxy-1,5,6,8,13,13a-hexahydroimidazo[4,5-g]isoquinolino[3,2-a]isoquinoline COC1=C(C=CC=2CC3N(CCC4=CC5=C(C=C34)NC=N5)CC12)OC